BrC1=CC=CC(=N1)C1(CCOCC1)C(=O)OCC Ethyl 4-(6-bromopyridin-2-yl)tetrahydro-2H-pyran-4-carboxylate